OC[C@@H](C(=O)[O-])C (S)-3-hydroxy-2-methyl-propanoate